isobutylbis(2,6-di-t-butylphenoxy)aluminum C(C(C)C)[Al](OC1=C(C=CC=C1C(C)(C)C)C(C)(C)C)OC1=C(C=CC=C1C(C)(C)C)C(C)(C)C